2-((6-fluorobenzo[d]oxazol-2-yl)amino)-N-(2-(2-hydroxyethoxy)ethyl)benzo[d]oxazole-5-carboxamide FC1=CC2=C(N=C(O2)NC=2OC3=C(N2)C=C(C=C3)C(=O)NCCOCCO)C=C1